trifluoro-methyl ether FC(F)(F)OC(F)(F)F